FC(C1=NN=C(S1)C1=NN=C2N1C=C(C=C2N2CCC1(CC(N(C1)C)=O)CC2)S(=O)(=O)NC2(CC2)CF)F 3-(5-(difluoromethyl)-1,3,4-thiadiazol-2-yl)-N-(1-(fluoromethyl)cyclopropyl)-8-(2-methyl-3-oxo-2,8-diazaspiro[4.5]decan-8-yl)-[1,2,4]triazolo[4,3-a]pyridine-6-sulfonamide